C=C=C(CC)B1NC=2C3=C(N1)C=CC=C3C=CC2 2-(penta-1,2-dien-3-yl)-2,3-dihydro-1H-naphtho[1,8-de][1,3,2]diazaborine